NC1=NC=CC(=N1)N1CC(CCC1)(C(=O)OC)CCCC1=CC=CC=C1 Methyl 1-(2-aminopyrimidin-4-yl)-3-(3-phenylpropyl)piperidine-3-carboxylate